5'-chloro-N-[2-(morpholin-4-yl)ethyl]-7'-oxo-7',8'-dihydro-6'H-spiro[cyclohexane-1,9'-furo[2,3-f]quinazoline]-2'-carboxamide ClC=1C=C2C(=C3C4(NC(NC13)=O)CCCCC4)OC(=C2)C(=O)NCCN2CCOCC2